3-(2-fluorophenyl)thiophene FC1=C(C=CC=C1)C1=CSC=C1